2-(chloromethyl)-4,6-dimethylpyrimidine ClCC1=NC(=CC(=N1)C)C